C(C)(C)(C)C=1C=C(C=C(C1O)C)CCC(=O)OCC(C)(C)C1OCC2(CO1)COC(OC2)C(COC(CCC2=CC(=C(C(=C2)C)O)C(C)(C)C)=O)(C)C 3,9-bis-[2-[3-(3-tert-butyl-4-hydroxy-5-methylphenyl)propionyloxy]-1,1-dimethylethyl]-2,4,8,10-tetraoxaspiro[5.5]undecane